OCCCCCCC1(CCS(CC1)(=O)=O)C(=O)OC(C)(C)C tert-Butyl 4-(6-hydroxyhexyl)-1,1-dioxo-4-thiancarboxylate